C1(=CC=CC=C1)C=1NCCN1 2-phenyl-imidazoline